methyl N-[5-[6-[(4-fluoro-3-methoxy-phenyl)-(methoxymethyl)carbamoyl]-4-(methoxymethyl)benzimidazol-1-yl]-2-pyridyl]carbamate FC1=C(C=C(C=C1)N(C(=O)C=1C=C(C2=C(N(C=N2)C=2C=CC(=NC2)NC(OC)=O)C1)COC)COC)OC